(S)-2-(3-fluoro-2-methoxy-5-(1-methylcyclopropyl)phenyl)-2-((R)-3-((5-(4-methoxy-5,6,7,8-tetrahydro-1,8-naphthyridin-2-yl)pentyl)oxy)pyrrolidin-1-yl)acetic acid FC=1C(=C(C=C(C1)C1(CC1)C)[C@@H](C(=O)O)N1C[C@@H](CC1)OCCCCCC1=NC=2NCCCC2C(=C1)OC)OC